methyl 2-(3-((6-(((S)-1-(3-(tert-butyl)phenyl)ethyl)carbamoyl)-1,2-dimethyl-1H-indol-3-yl)methyl) phenoxy)-3-methylbutanoate C(C)(C)(C)C=1C=C(C=CC1)[C@H](C)NC(=O)C1=CC=C2C(=C(N(C2=C1)C)C)CC=1C=C(OC(C(=O)OC)C(C)C)C=CC1